C(C)OC(=O)C=1C=NN(C1C(F)(F)F)C1=NC=CC(=C1Cl)C 1-(3-chloro-4-methylpyridin-2-yl)-5-(trifluoromethyl)-1H-pyrazole-4-carboxylic acid ethyl ester